2-((2S)-4-(7-(7-ethynylnaphthalen-1-yl)-6,8-difluoro-2-((tetrahydro-1H-pyrrolizine-7a(5H)-yl)methoxy)quinazolin-4-yl)-1-(2-fluoroacryloyl)piperazin-2-yl)acetonitrile C(#C)C1=CC=C2C=CC=C(C2=C1)C1=C(C=C2C(=NC(=NC2=C1F)OCC12CCCN2CCC1)N1C[C@@H](N(CC1)C(C(=C)F)=O)CC#N)F